C(C1=CC=CC=C1)NN1NN=CC=N1 3-(benzylamino)-tetrazine